(+/-)-6-Cyano-1-methyl-4-(trans-3-methyl-4-(4-(trifluoromethoxy)phenoxy)piperidin-1-yl)-1,5-naphthyridin-2(1H)-one C(#N)C=1N=C2C(=CC(N(C2=CC1)C)=O)N1C[C@H]([C@@H](CC1)OC1=CC=C(C=C1)OC(F)(F)F)C |r|